N1=CC=CC2=CC(=CN=C12)C(=O)[O-] [1,8]Naphthyridine-6-carboxylate